BrC=1C=C(C(=NC1)C(=O)N=C1SC(=NN1C)C(F)(F)F)S(=O)(=O)CC 5-bromo-3-ethylsulfonyl-N-[3-methyl-5-(trifluoromethyl)-1,3,4-thiadiazol-2-ylidene]pyridine-2-carboxamide